FC=1C=C(C=CC1)C1=CC=CC=C1 3-fluoro-[1,1'-biphenyl]